ClC1=NC(=CC(=C1)NC(=O)N[C@@H](C)C=1N(N=CN1)C1=NC=CC=N1)Cl 1-(2,6-dichloro-4-pyridyl)-3-[(1S)-1-(2-pyrimidin-2-yl-1,2,4-triazol-3-yl)ethyl]urea